C(C)OC1=C(C(N(C=C1)C1=CC=CC=C1)=O)C(=O)NC1=CC(=C(C=C1)OC1=C2C(=NC=C1)C=C(S2)C2=NC=C(C=C2)CN2C(CNCC2)C)F 4-ethoxy-N-(3-fluoro-4-[(2-{5-[(methylpiperazin-1-yl)methyl]pyridin-2-yl}thieno[3,2-b]pyridin-7-yl)oxy]phenyl)-2-oxo-1-phenyl-1,2-dihydropyridine-3-carboxamide